C(#N)C1=C(OC=2C=CC(=C(C(=O)O)C2)F)C=CC=C1 5-(2-cyanophenoxy)-2-fluorobenzoic acid